diphenylchromium carbon [C].C1(=CC=CC=C1)[Cr]C1=CC=CC=C1